methyl-5,6-dihydroimidazo[1,5-a]pyrazine CC=1N=CN2C1C=NCC2